N=1CC(N2C1C=NC=C2)=O imidazo[1,2-a]Pyrazin-3(2H)-one